7-Methoxyquinolin COC1=CC=C2C=CC=NC2=C1